NC1=C(C(=O)O)C=C(C=C1Cl)Cl 2-amino-3,5-dichloro-benzoic acid